tert.-Butylperoxypivalat C(C)(C)(C)CC(C(=O)O[O-])(C)C